butyl (3S,4S)-3-fluoro-4-(4-nitropyrazol-1-yl)piperidine-1-carboxylate F[C@H]1CN(CC[C@@H]1N1N=CC(=C1)[N+](=O)[O-])C(=O)OCCCC